C1(CC1)NC(C1=C(C=C(C(=C1)C=1C=NC(=C(C1)NCC)NC(CO)(C)C)C)F)=O N-cyclopropyl-5-(5-(ethylamino)-6-((1-hydroxy-2-methylpropan-2-yl)amino)pyridin-3-yl)-2-fluoro-4-methylbenzamide